5-(3-(5-amino-1-methyl-1H-pyrazol-3-yl)-2-fluoro-6-hydroxyphenyl)-1,2,5-thiadiazolidin-3-one 1,1-dioxide NC1=CC(=NN1C)C=1C(=C(C(=CC1)O)N1CC(NS1(=O)=O)=O)F